2-fluoro-5-methyl-3-nitropyridine FC1=NC=C(C=C1[N+](=O)[O-])C